N1(CCCC1)CCC=1SC(=C(N1)C(F)(F)F)C(=O)NC(C)C1=CC(=CC=C1)C(F)(F)F 2-[2-(1-pyrrolidinyl)ethyl]-4-(trifluoromethyl)-N-[1-[3-(trifluoromethyl)phenyl]ethyl]-5-thiazolecarboxamide